ethyl 2-methyl-3-(4-methyltetrahydropyran-4-yl)-3-oxo-propanoate CC(C(=O)OCC)C(=O)C1(CCOCC1)C